6-fluorohexahydro-1H-pyrrolizin-1-one FC1CN2CCC(C2C1)=O